O.C(C(=O)[O-])(=O)[O-].[K].O=[Ti+2] Oxotitanium (2+) potassium ethanedioate hydrate